6-amino-2,3-bis(difluoromethyl)-7-(3-methoxy-2,6-dimethyl-phenyl)benz-imidazole-5-carboxamide NC=1C(=CC2=C(N=C(N2C(F)F)C(F)F)C1C1=C(C(=CC=C1C)OC)C)C(=O)N